CC(C(=O)N[C@@H](CC(C)C)C(=O)N[C@H](CCC(=O)O)C(=O)O)(C)C1=CC=C(C=C1)C (2-methyl-2-(p-tolyl)propanoyl)-L-leucyl-D-glutamic acid